4-((R)-2-((2R,3S)-3-((R)-1-hydroxyethyl)-4-oxoazetidin-2-yl)propanoyl)piperazine-1-carboxamide hydroxybutyrate OC(C(=O)O)CC.O[C@H](C)[C@@H]1[C@H](NC1=O)[C@H](C(=O)N1CCN(CC1)C(=O)N)C